NCCC=1SC(=CN1)C(=O)NCC1=NC=CC=C1F 2-(2-aminoethyl)-N-[(3-fluoropyridin-2-yl)methyl]-1,3-thiazole-5-carboxamide